8,8'-(((1R,3R)-3-(hydroxymethyl)-cyclobutyl)azanedi-yl)bis(N,N-didecyl-octanamide) OCC1CC(C1)N(CCCCCCCC(=O)N(CCCCCCCCCC)CCCCCCCCCC)CCCCCCCC(=O)N(CCCCCCCCCC)CCCCCCCCCC